BrC1=C2C=NN(C2=CC=C1C)C1OCCCC1 4-bromo-5-methyl-1-tetrahydropyran-2-yl-indazole